(6S,9R)-N-(5-chloro-2-fluoro-4-(6-((2-methyl-2-azabicyclo[2.1.1]hexan-4-yl)methoxy)pyridin-3-yl)phenyl)-3-oxo-3,5,6,7,8,9-hexahydro-2H-6,9-epiminocyclohepta[c]pyridine-10-carboxamide ClC=1C(=CC(=C(C1)NC(=O)N1[C@@H]2CC=3C(=CNC(C3)=O)[C@H]1CC2)F)C=2C=NC(=CC2)OCC21CN(C(C2)C1)C